C1=CC=CC=2C3=CC=CC=C3C(C12)=NC(CC1(CCCCC1)CC#N)C1=CC=CC=C1 2-(1-(2-((9H-fluoren-9-ylidene)amino)-2-phenylethyl)cyclohexyl)acetonitrile